COC1CCN(CC1)S(=O)(=O)N 4-methoxypiperidine-1-sulfonamide